trans-4-((4-(2-Isopropylthiazol-5-yl)pyridin-2-yl)((trans-4-(4-methoxy-3-methyl phenyl)cyclohexyl)methyl)carbamoyl)cyclohexyl (2-hydroxyethyl)carbamate OCCNC(O[C@@H]1CC[C@H](CC1)C(N(C[C@@H]1CC[C@H](CC1)C1=CC(=C(C=C1)OC)C)C1=NC=CC(=C1)C1=CN=C(S1)C(C)C)=O)=O